(R)-5-amino-6'-cyclopropyl-6-(1-methyl-1H-pyrazol-4-yl)-N-(3,3,3-trifluoro-2-hydroxypropyl)-[2,3'-bipyridine]-4-carboxamide NC=1C(=CC(=NC1C=1C=NN(C1)C)C=1C=NC(=CC1)C1CC1)C(=O)NC[C@H](C(F)(F)F)O